CCCCN1CCC(CC1)C1=NN(C2=CC=CC=C12)C 3-((4-butyl)piperidin-4-yl)-1-methyl-1H-indazol